4-[(2S)-4-cyclopropyl-4-hydroxypiperidin-2-yl]benzoate C1(CC1)C1(C[C@H](NCC1)C1=CC=C(C(=O)[O-])C=C1)O